tert-butyl (1r,5s)-3-(6-(allyl (8-chloronaphthalen-1-yl) carbamoyl)-5-bromo-2-chloropyrimidin-4-yl)-3,8-diazabicyclo[3.2.1]octane-8-carboxylate C(C=C)N(C(=O)C1=C(C(=NC(=N1)Cl)N1C[C@H]2CC[C@@H](C1)N2C(=O)OC(C)(C)C)Br)C2=CC=CC1=CC=CC(=C21)Cl